4-iodo-1-phenyl-1H-pyrazole-5-carboxylic acid IC=1C=NN(C1C(=O)O)C1=CC=CC=C1